C(C)(C)(C)OC(=O)N1CC(C1)C=1C=C2C(CCOC2=CC1)(C)C 3-(4,4-dimethylchroman-6-yl)azetidine-1-carboxylic acid tert-butyl ester